CC(=CCC)C dimethyl-1-butene